C(C)(C)C1CCC(CC1)N1CCC(CC1)N1C(C(C2=CC=CC=C12)CC(=O)O)=O.FC(C(=O)O)(F)F 2,2,2-trifluoroacetic acid compound with 2-(1-(1-((1s,4s)-4-isopropylcyclohexyl)piperidin-4-yl)-2-oxoindolin-3-yl)acetic acid